4,4'-diglycidyl-benzhydrylamine C(C1CO1)C1=CC=C(C(C2=CC=C(C=C2)CC2CO2)N)C=C1